(R)-N-[1-(2-amino-5-chloropyridin-3-yl)ethylidene]-2-methylpropane-2-sulfinamide NC1=NC=C(C=C1C(C)=N[S@](=O)C(C)(C)C)Cl